C(C)(C)(C)OC(=O)NC1(CCCC1)C(=O)O 1-((tert-butoxycarbonyl)amino)cyclopentane-1-carboxylic acid